3-methylsulfanyl-propionamide CSCCC(=O)N